2-(2-Hydroxypyridin-4-yl)-6-(3-methoxyphenyl)-5,7-dimethyl-2,6-dihydro-1H-pyrrolo[3,4-d]pyridazin-1-one OC1=NC=CC(=C1)N1N=CC=2C(C1=O)=C(N(C2C)C2=CC(=CC=C2)OC)C